C(CCC)C(CS(=O)(=O)O)C 2-butylpropanesulfonic acid